10-methoxy-6-(3-(methylamino)propylamino)-12H-benzothiopyrano[2,3-c]quinolin-12-one COC=1C=CC2=C(C(C3=C(C(=NC4=CC=CC=C34)NCCCNC)S2)=O)C1